3-(3-chloro-4-fluorophenyl)-1-(2-hydroxyethyl)-1-((1-methoxyisoquinolin-4-yl)methyl)urea ClC=1C=C(C=CC1F)NC(N(CC1=CN=C(C2=CC=CC=C12)OC)CCO)=O